(Z)-ethyl 8-chloro-2-((1-(hydroxyamino)ethylidene) amino)-1,7-naphthyridine-3-carboxylate ClC=1N=CC=C2C=C(C(=NC12)\N=C(\C)/NO)C(=O)OCC